6-chloro-N-[(3R)-3-piperidinyl]-5-(trifluoromethyl)pyridazin-3-amine ClC1=C(C=C(N=N1)N[C@H]1CNCCC1)C(F)(F)F